C(=CC1=CC=CC=C1)C=CC(=O)[O-] Styrene-Acrylat